C(C)(C)(C)OC(=O)N[C@H](C(=O)O)C(C)C (2S)-2-[(tert-butoxycarbonyl)amino]-3-methylbutanoic acid